C1(CC1)CN1CCC2(CCCN(C2)C2=C(C=CC(=C2C(F)(F)F)OC2=C(C(=CC=C2)F)F)\C=C(/F)\C=2N=C(SC2)C2=CN=NC=C2)CC1 (Z)-4-(2-(2-(9-(cyclopropylmethyl)-2,9-diazaspiro[5.5]undecan-2-yl)-4-(2,3-difluorophenoxy)-3-(trifluoromethyl)phenyl)-1-fluorovinyl)-2-(pyridazin-4-yl)thiazole